[Zn].[S] sulfur zinc